Ethyl (E)-2-fluoro-3-(6-methylpyrazin-2-yl)acrylate F\C(\C(=O)OCC)=C\C1=NC(=CN=C1)C